Tert-butyl (1r,5s,6s)-6-(((6-(1,3-dimethyl-1H-pyrazol-4-yl) pyridazin-3-yl) methyl) amino)-3-azabicyclo[3.1.0]hexane-3-carboxylate CN1N=C(C(=C1)C1=CC=C(N=N1)CNC1[C@@H]2CN(C[C@H]12)C(=O)OC(C)(C)C)C